N-{3-[(2,4-dimethoxybenzyl)sulfamoyl]-4-(4-methyl-1H-pyrazol-1-yl)phenyl}-2-(2-fluorophenyl)acetamide COC1=C(CNS(=O)(=O)C=2C=C(C=CC2N2N=CC(=C2)C)NC(CC2=C(C=CC=C2)F)=O)C=CC(=C1)OC